6-(3,4-dichloro-phenyl)-pyrimidine-4-carboxylic acid (3-trifluoromethyl-isoxazol-5-yl)-amide FC(C1=NOC(=C1)NC(=O)C1=NC=NC(=C1)C1=CC(=C(C=C1)Cl)Cl)(F)F